4-(2-amino-2-methylpropanoyl)-N-(1-(4-((1-(4-aminopiperidin-1-yl)cyclopropyl)methyl)phenyl)-2-oxo-1,2-dihydropyrimidin-4-yl)piperazine-1-carboxamide hydrochloride salt Cl.NC(C(=O)N1CCN(CC1)C(=O)NC1=NC(N(C=C1)C1=CC=C(C=C1)CC1(CC1)N1CCC(CC1)N)=O)(C)C